C[C@H](CO[C@H]([C@@H]1CNC2=C(N1)N=CC=C2)C2=CC=CC=C2)C2=CC=C(C#N)C=C2 4-[(1S)-1-methyl-2-[(S)-phenyl-[(3S)-1,2,3,4-tetrahydropyrido[2,3-b]pyrazin-3-yl]methoxy]ethyl]benzonitrile